methyl 3-(4-chloro-3-fluorophenyl)-1-(2-(2,2,2-trifluoroethoxy)ethyl)-1H-pyrrolo[2,3-b]pyridine-6-carboxylate ClC1=C(C=C(C=C1)C1=CN(C2=NC(=CC=C21)C(=O)OC)CCOCC(F)(F)F)F